NC1=NC=C(C=C1O)C(F)(F)F 2-amino-5-(trifluoromethyl)pyridin-3-ol